N-((R)-7-(7,7-difluoro-2-((2S,3R)-3-hydroxy-2-methylazetidin-1-yl)-6,7-dihydro-5H-cyclopenta[d]pyrimidin-4-yl)isochroman-4-yl)cyclopropanesulfonamide FC1(CCC2=C1N=C(N=C2C2=CC=C1[C@H](COCC1=C2)NS(=O)(=O)C2CC2)N2[C@H]([C@@H](C2)O)C)F